C(C)(C)(C)OC(=O)N1CC(CCC1)C(=O)O 1-(tertbutoxycarbonyl)piperidine-3-carboxylic acid